1,3-bis(4-amidino-2-fluoro-phenoxymethyl)-2-fluorobenzene dihydrochloride Cl.Cl.C(N)(=N)C1=CC(=C(OCC2=C(C(=CC=C2)COC2=C(C=C(C=C2)C(N)=N)F)F)C=C1)F